N-[(2-cyano-5-methoxypyridin-4-yl)methyl]-4-(trifluoromethoxy)-benzamide C(#N)C1=NC=C(C(=C1)CNC(C1=CC=C(C=C1)OC(F)(F)F)=O)OC